OC=1C=C(C=CC1OC)CC(C(=O)O)C1=CC=CC=C1 3-(3-hydroxy-4-methoxyphenyl)-2-phenylpropionic acid